ClC=1C(=NC=2N(C1NCC1=NC=CC=C1)N=CC2N2C(COCC2)=O)C 4-(6-chloro-5-methyl-7-((pyridin-2-ylmethyl)amino)pyrazolo[1,5-a]pyrimidin-3-yl)morpholin-3-one